[NH4+].C(#N)C=1C(=NC(=C(C1C1CC1)C#N)O)O 3,5-dicyano-4-cyclopropyl-6-hydroxypyridin-2-ol ammonium salt